(E)-5-Methoxy-2-(4-(2-(pyridin-4-yl)vinyl)[2,4'-bipyrimidin]-2'-yl)isoindoline COC=1C=C2CN(CC2=CC1)C1=NC=CC(=N1)C1=NC=CC(=N1)\C=C\C1=CC=NC=C1